CC(C(C)N)N methylpropane-1,2-diamine